ClC1=CC(=C(C=C1)N1C(N2[C@@H](CN([C@@H](C2)CC)C(=O)OC(C)(C)C)C1)=O)C#N tert-butyl (6R,8aR)-2-(4-chloro-2-cyano-phenyl)-6-ethyl-3-oxo-5,6,8,8a-tetrahydro-1H-imidazo[1,5-a]pyrazine-7-carboxylate